(1S,5R)-3-(2-((1-methyl-1H-pyrazol-4-yl)amino)pyrimidin-4-yl)-N-(2,2,2-trifluoroethyl)-8-azabicyclo[3.2.1]oct-2-ene-8-carboxamide CN1N=CC(=C1)NC1=NC=CC(=N1)C1=C[C@@H]2CC[C@H](C1)N2C(=O)NCC(F)(F)F